O-2-propynylhydroxyl-amine hydrochloride Cl.C(C#C)ON